C(C)(C)(C)OC(=O)N1CC(=CC1)C1=CC(=C2C=NN(C2=C1)C)C1=C(C=C(C=C1)F)C(N(C(C)C)CC)=O 3-(4-{2-[ethyl(isopropyl)carbamoyl]-4-fluorophenyl}-1-methyl-1H-indazol-6-yl)-2,5-dihydro-1H-pyrrole-1-carboxylic acid tert-butyl ester